C(C=C)(=O)NC1CN(C=2C=CC=C(C2C1)C(=O)NC#N)C1=CC=C(C=C1)C(F)(F)F 3-acrylamido-N-cyano-1-(4-(trifluoromethyl)phenyl)-1,2,3,4-tetrahydro-quinoline-5-carboxamide